2-methoxy-4-ethylisophthalaldehyde COC1=C(C=O)C=CC(=C1C=O)CC